2-(4-(4-(5-(1-hydroxyethyl)pyrimidin-2-yl)piperazine-1-carbonyl)phenyl)-1H-benzo[d]imidazole-4-carboxamide OC(C)C=1C=NC(=NC1)N1CCN(CC1)C(=O)C1=CC=C(C=C1)C1=NC2=C(N1)C=CC=C2C(=O)N